N-(3-(aminomethyl)benzyl)acetamide NCC=1C=C(CNC(C)=O)C=CC1